CC1(C(=O)[O-])CC(C(=O)[O-])(CC(=C1)C#C)C 1,3-dimethyl-5-ethynylisophthalate